CCCC/C=C\C/C=C\CCCCCCCC(=O)OC[C@H](COP(=O)(O)OC[C@@H](C(=O)O)N)OC(=O)CCCCCCC/C=C\C/C=C\CCCC 1,2-di-(9Z,12Z-heptadecadienoyl)-sn-glycero-3-phosphoserine